NC(CNC(OC(C)(C)C)=O)C(F)(F)F tert-butyl (2-amino-3,3,3-trifluoropropyl)carbamate